(1R,5S)-3-azabicyclo[3.1.0]hexane-2-thione [C@@H]12C(NC[C@H]2C1)=S